OC=1C=C(C=CC1O)C(COC(C=C)=O)CCCCCC acrylic acid-2-(3,4-dihydroxyphenyl)octyl ester